BrC1=C(C=C(C=C1)S(=O)(=O)N1CC(C1)(O)C)C 1-((4-bromo-3-methylphenyl)sulfonyl)-3-methylazetidin-3-ol